4-(1-hydroxy-1-methylethyl)-2-propylimidazole-5-carboxylic acid ethyl ester monohydrate O.C(C)OC(=O)C1=C(N=C(N1)CCC)C(C)(C)O